(2R,5R)-5-(aminomethyl)-2-(4-phenoxyphenyl)-1,4-thiazepan-3-one NC[C@@H]1NC([C@H](SCC1)C1=CC=C(C=C1)OC1=CC=CC=C1)=O